((5-(4-fluoro-3-hydroxyphenyl)-6-isopropyl-1H-pyrazolo[4,3-g]isoquinolin-8-yl)imino)dimethyl-λ6-sulfanone FC1=C(C=C(C=C1)C1=C(N=C(C2=CC3=C(C=C12)C=NN3)N=S(=O)(C)C)C(C)C)O